C(CCCCCCCCCCCCCCC)OC1=C(C=C(C=O)C=C1)OC 4-hexadecyloxy-3-methoxybenzaldehyde